lanthanum potassium borate B([O-])([O-])[O-].[K+].[La+3]